C(C)(C)(C)C1=NN2C(NC=3C(=C2)CN(C3)[C@@H](C)C(C)C)=C1 2-tert-butyl-6-[(2S)-3-methylbutan-2-yl]-6,7-dihydro-4H-pyrazolo[1,5-a]pyrrolo[3,4-d]pyrimidine